NCC1=CC(=C(C=C1)NC(=O)C1=CC2=C(OCCC3=C2SC=C3)C=C1C=1C(=NC(=CC1)C(NCCC)=O)C(=O)OC)Br methyl 3-(9-((4-(aminomethyl)-2-bromophenyl)carbamoyl)-4,5-dihydrobenzo[b]thieno[2,3-d]oxepin-8-yl)-6-(propylcarbamoyl)picolinate